(S)-1'-(6-amino-5-((2-amino-3-chloropyridin-4-yl)thio)pyrazin-2-yl)-6-(1,4-dimethyl-1H-1,2,3-triazol-5-yl)-1,3-dihydrospiro[indene-2,4'-piperidin]-1-amine NC1=C(N=CC(=N1)N1CCC2(CC1)[C@@H](C1=CC(=CC=C1C2)C2=C(N=NN2C)C)N)SC2=C(C(=NC=C2)N)Cl